CN1N=C(C(=C1C)B(O)O)C 1,3,5-TRIMETHYL-1H-PYRAZOL-4-YLBORONIC ACID